Cl.C1(=C2N(C=N1)CCC2)C(C(=O)NC=2SC=CN2)N2C(C1=CC(=CC(=C1C2)F)C=2C=NC(=CC2)N2CCNCC2)=O 2-(6,7-dihydro-5H-pyrrolo[1,2-c]imidazol-1-yl)-2-[4-fluoro-1-oxo-6-(6-piperazin-1-yl-3-pyridinyl)isoindolin-2-yl]-N-thiazol-2-yl-acetamide hydrochloride